ethyl 2-methyl-5-phenylmethoxypent-2-enoate CC(C(=O)OCC)=CCCOCC1=CC=CC=C1